octadecyl-[3-(3,5-di-t-butyl-4-hydroxyphenyl)-propionate] C(CCCCCCCCCCCCCCCCC)OC(CCC1=CC(=C(C(=C1)C(C)(C)C)O)C(C)(C)C)=O